[Si](C1=CC=CC=C1)(C1=CC=CC=C1)(C(C)(C)C)OC1CC(NCC1)CO[Si](C1=CC=CC=C1)(C1=CC=CC=C1)C(C)(C)C 4-((tert-butyldiphenylsilyl)oxy)-2-(((tert-butyldiphenylsilyl)oxy)methyl)piperidine